2,4-dimethyl-5-((4-(7-methyl-[1,2,4]triazolo[1,5-b]pyridazin-6-yl)piperidin-1-yl)sulfonyl)thiazole CC=1SC(=C(N1)C)S(=O)(=O)N1CCC(CC1)C=1C(=CC=2N(N1)N=CN2)C